anthracenyl-phenol C1(=CC=CC2=CC3=CC=CC=C3C=C12)C1=C(C=CC=C1)O